C(CCCCCCC)(=O)OCC1=CC=CO1 furfuryl alcohol octanoate